C1(CC1)C#CCC(=O)NC1=CC=C(C=C1)NCC1=CC=C(C=C1)C(F)(F)F 4-cyclopropyl-N-(4-((4-(trifluoromethyl)benzyl)amino)phenyl)but-3-ynamide